(R)-2-(methyl((S)-3-(5-methyl-2-(trifluoromethyl)pyridin-4-yl)-5-(piperidin-1-yl)pentyl)amino)-2-(3-methyl-2-((1r,4R)-4-(trifluoromethoxy)cyclohexyl)-phenyl)acetic acid CN([C@@H](C(=O)O)C1=C(C(=CC=C1)C)C1CCC(CC1)OC(F)(F)F)CC[C@H](CCN1CCCCC1)C1=CC(=NC=C1C)C(F)(F)F